N(=O)[O-].[Na+].O water sodium nitrite